O1[C@@H](COCC1)CNC(=O)C1=C(C2=C(CC3(C4=CN(N=C24)C[C@@H]2OCCOC2)CCC3)O1)C N-[(2R)-1,4-Dioxan-2-ylmethyl]-2'-[(2S)-1,4-dioxan-2-ylmethyl]-8'-methyl-2',5'-dihydrospiro[cyclobutan-1,4'-furo[2,3-g]indazol]-7'-carboxamid